C(C=C)C1C2=C(C(NC1)=O)C(=C(N2)C2=C(C=NC=C2)OCC2=CC(=CC=C2)OCC=C)NC2=C(C(=CC=C2)F)OC 7-Allyl-2-(3-{[3-(allyloxy)benzyl]oxy}pyridin-4-yl)-3-[(3-fluoro-2-methoxyphenyl)amino]-1,5,6,7-tetrahydro-4H-pyrrolo[3,2-c]pyridin-4-one